trichloro-nitrobenzene ClC1=C(C(=C(C=C1)[N+](=O)[O-])Cl)Cl